C(C(C)C)C=1C=CC(=C(C1)N1CCN(CC1)CC=1SC=CN1)C=1N=NNN1 2-[[4-[5-isobutyl-2-(2H-tetrazol-5-yl)phenyl]piperazin-1-yl]methyl]thiazole